methyl 2-(trifluoromethyl)-2',3',4',5'-tetrahydro-(1,1'-biphenyl)-4-carboxylate FC(C1=C(C=CC(=C1)C(=O)OC)C=1CCCCC1)(F)F